pyrimido[5',4':4,5]pyrrolo[3,2-e]azepin-4(5H)-one 2,2,2-trifluoroacetate FC(C(=O)O)(F)F.N=1C=NC(C=2C1N=C1C2CC=CN=C1)=O